ethyl 7-chloro-8-fluoro-2,3,4,5-tetrahydrobenzo[b][1,4]oxazepine-9-carboxylate ClC1=CC2=C(OCCCN2)C(=C1F)C(=O)OCC